CC1(COP(OC1)(Cl)=O)C 5,5-Dimethyl-2-oxo-2-chloro-1,3,2-dioxaphosphorinane